2,3,3-Trimethylpentane CC(C)C(CC)(C)C